1-(2-(tert-butoxycarbonyl)-2-azaspiro[3.3]heptan-6-yl)-3-(hydroxymethyl)-5-methyl-2-oxo-1,2-dihydropyridine-4-carboxylic acid C(C)(C)(C)OC(=O)N1CC2(C1)CC(C2)N2C(C(=C(C(=C2)C)C(=O)O)CO)=O